CC1=CC(=C(C2=C1C(=O)OC3=C(C(=C(C=C3O2)OC)C(=O)C=C(C)C)C)C=O)O The molecule is a member of the class of depsidones that is 11H-dibenzo[b,e][1,4]dioxepine substituted by a hydroxy group at position 3, a methoxy group at position 7, methyl groups at positions 1 and 9, a 3-methylbut-2-enoyl group at position 8, a formyl group at position 4 and an oxo group at position 11. Isolated from Chaetomium brasiliense, it exhibits antimalarial and cytotoxic activities. It has a role as an antimalarial, an antineoplastic agent and a Chaetomium metabolite. It is an aldehyde, a member of depsidones, an enone, an organic heterotricyclic compound, a member of phenols, an aromatic ether and an aromatic ketone.